C(N)(OCC(N(C)C1=NC(=C(C(=C1C#N)C1CC1)C#N)SC(C(=O)N)C1=CC=CC=C1)C(C)(C)C)=O (tert-butyl 2-((6-((2-amino-2-oxo-1-phenylethyl) thio)-3,5-dicyano-4-cyclopropylpyridin-2-yl) (methyl) amino) ethyl) carbamate